N1=CN=C(C2=C1NC=C2)N2CC1(CC1)[C@H](CC2)C(=O)OCC2(CCCC2)CO [1-(hydroxymethyl)cyclopentyl]methyl (8S)-5-(7H-pyrrolo[2,3-d]pyrimidin-4-yl)-5-azaspiro[2.5]octane-8-carboxylate